Crotonaldehyde C(\C=C\C)=O